4'-(cyclopentanecarbonyl)-N-cyclopropyl-6-methyl-[1,1'-biphenyl]-3-carboxamide C1(CCCC1)C(=O)C1=CC=C(C=C1)C1=CC(=CC=C1C)C(=O)NC1CC1